C1(CC1)N1C(=CC=2N=NC(=CC21)C2=C(C=CC=C2)O)C2CCNCC2 2-[5-cyclopropyl-6-(piperidin-4-yl)pyrrolo[3,2-c]pyridazin-3-yl]phenol